2,5-bis(2-octyldodecyl)-2,5-dihydropyrrole C(CCCCCCC)C(CC1NC(C=C1)CC(CCCCCCCCCC)CCCCCCCC)CCCCCCCCCC